C(#N)C1=CC(=C(COC2=CC=CC(=N2)N2C[C@@H](N(CC2)CC2=NC3=C(N2CC=2OC=CN2)C=C(C=C3)C(=O)O)C)C=C1)F 2-{[(2S)-4-{6-[(4-cyano-2-fluorobenzyl)oxy]pyridin-2-yl}-2-methylpiperazin-1-yl]methyl}-1-(1,3-oxazol-2-ylmethyl)-1H-benzimidazole-6-carboxylic acid